2-(2-(ethoxymethyl)phenyl)acetyl chloride C(C)OCC1=C(C=CC=C1)CC(=O)Cl